2-amino-6-cyclopropyl-7-fluoro-1-(3-methoxy-2,6-dimethyl-phenyl)pyrrolo[3,2-c]pyridine-3-carboxamide NC1=C(C=2C=NC(=C(C2N1C1=C(C(=CC=C1C)OC)C)F)C1CC1)C(=O)N